alpha-(2-carboxyethyl)-1,4,7,10-tetraazacyclododecane-1,4,7,10-tetraacetic acid C(=O)(O)CCC(C(=O)O)N1CCN(CCN(CCN(CC1)CC(=O)O)CC(=O)O)CC(=O)O